COC(=O)C=1C(N(C2=CC(=CC=C2C1Cl)Cl)CC1=CC=CC=C1)=O 1-benzyl-7-chloro-4-chloro-2-oxo-1,2-dihydroquinoline-3-carboxylic acid methyl ester